NC[C@H]1C[C@H](CCC1)N(C1=C2CN(C(C2=CC=C1)=O)C1C(NC(CC1)=O)=O)CCCCC 3-(4-(((1S,3R)-3-(aminomethyl)cyclohexyl)(pentyl)amino)-1-oxoisoindolin-2-yl)piperidine-2,6-dione